N-(5-(2-((2R,6R)-2,6-dimethylmorpholino)acetamido)-2-methylpyridin-3-yl)-2-(1-methyl-1H-pyrazol-4-yl)-1H-pyrrolo[2,3-b]pyridine-5-carboxamide C[C@H]1O[C@@H](CN(C1)CC(=O)NC=1C=C(C(=NC1)C)NC(=O)C=1C=C2C(=NC1)NC(=C2)C=2C=NN(C2)C)C